S(CC(=O)OC)CC(=O)OC dimethyl thiodiacetate